3-bromo-5'-methyl-4',5'-dihydro-2'H,6H-spiro[benzo[4,5]imidazo[2,1-a]isoquinoline-5,3'-furan]-2'-one BrC1=CC2=C(C=C1)C=1N(CC23C(OC(C3)C)=O)C3=C(N1)C=CC=C3